(4-(trifluoromethoxy)phenyl)Azole-4-carboxylic acid ethyl ester C(C)OC(=O)C=1C=C(NC1)C1=CC=C(C=C1)OC(F)(F)F